1,2-bis(2-hydroxyethoxy)benzene OCCOC1=C(C=CC=C1)OCCO